3-chloro-5-(2-chlorophenyl)-6-fluoro-4H-benzo[e][1,2,4]thiadiazine 1,1-dioxide ClC1=NS(C2=C(N1)C(=C(C=C2)F)C2=C(C=CC=C2)Cl)(=O)=O